tert-butyl N-[(1R,3S)-3-[2-(6-methoxy-2,7-dimethyl-indazol-5-yl)-5-oxo-pyrido[4,3-d]pyrimidin-6-yl]cyclopentyl]-N-methyl-carbamate COC=1C(=CC2=CN(N=C2C1C)C)C=1N=CC2=C(N1)C=CN(C2=O)[C@@H]2C[C@@H](CC2)N(C(OC(C)(C)C)=O)C